NN1C(=C(C(=C1)C=1C=NC=CC1)C=1C=NC=CC1)C(=O)OCC ethyl 1-amino-3,4-di(pyridin-3-yl)-1H-pyrrole-2-carboxylate